C1=CC=CC=2C3=CC=CC=C3C(C12)CO[NH-] 9-fluorenylmethyloxyamide